ClC=1C=C(C=CC1)NC1=NC=NC2=CC=C(C=C12)C=1C=C(C(=NC1)OC)NS(=O)(=O)C N-(5-(4-((3-chlorophenyl)amino)quinazolin-6-yl)-2-methoxypyridin-3-yl)methanesulfonamide